N[C@@H]1COCC12CCN(CC2)C=2NC(C1=C(N2)NN=C1C1(CC1)C1=CC=CC=C1)=O (S)-6-(4-amino-2-oxa-8-azaspiro[4.5]decan-8-yl)-3-(1-phenylcyclopropyl)-1,5-dihydro-4H-pyrazolo[3,4-d]pyrimidin-4-one